ClC1=CC=C(C=C1)C=1N=C(SC1)NSNC(C1=CC(=C(C(=C1)O)O)O)=O N-((4-(4-chlorophenyl)thiazol-2-yl)aminothio)-3,4,5-trihydroxybenzamide